COC(C1=CC=C(C=C1)CO)OC (4-(dimethoxymethyl)phenyl)methanol